tert-butyl 4-(5-bromo-2-pyridinyl)-6-hydroxy-1,4-diazacycloheptane-1-carboxylate BrC=1C=CC(=NC1)N1CCN(CC(C1)O)C(=O)OC(C)(C)C